(6-amino-5-(3-hydroxy-2,6-dimethylphenyl)-2,3-dimethyl-5H-pyrrolo[2,3-b]pyrazin-7-yl)(7,8-dihydropyrido[3,4-b]pyrazin-6(5H)-yl)methanone NC1=C(C=2C(=NC(=C(N2)C)C)N1C1=C(C(=CC=C1C)O)C)C(=O)N1CC2=NC=CN=C2CC1